(2R,3R,4S,5R,6R)-6-((3-(3-Ethyloxybutan-3-yl)isoxazol-5-yl)methyl)-2-(hydroxymethyl)-5-methoxy-4-(4-(3,4,5-trifluorophenyl)-1H-1,2,3-triazol-1-yl)tetrahydro-2H-pyran-3-ol C(C)OC(CC)(C)C1=NOC(=C1)C[C@@H]1[C@@H]([C@H]([C@H]([C@H](O1)CO)O)N1N=NC(=C1)C1=CC(=C(C(=C1)F)F)F)OC